N1(C=NC=C1)C(=S)N1C=NC=C1 di(1H-imidazol-1-yl)methanethione